FC=1C(=C(C=CC1)C1=NC=CC=C1)F.FC=1C(=C(C=CC1)C1=NC=CC=C1)F.[Ir+3] iridium(III) bis[(difluorophenyl)pyridine]